FC1(CCC(CC1)NCC=1C=CC2=C(N=C(S2)OC)C1)F 4,4-Difluoro-N-((2-methoxybenzo[d]thiazol-5-yl)methyl)cyclohexan-1-amine